lauryl aspartate N[C@@H](CC(=O)[O-])C(=O)OCCCCCCCCCCCC